FC1=CC=C(CC2=CC3=C(OCC(N3)C)N=C2C(=O)NCCOC)C=C1 7-(4-fluorobenzyl)-N-(2-methoxyethyl)-2-methyl-2,3-dihydro-1H-pyrido[2,3-b][1,4]oxazine-6-carboxamide